FC=1C=C(C=CC1F)N1C(=C(C2=C(C=C(C=C12)[N+](=O)[O-])OCOC)I)C1CCOCC1 1-(3,4-difluorophenyl)-3-iodo-4-(methoxymethoxy)-6-nitro-2-tetrahydropyran-4-yl-indole